COCCOCCNS(=O)(=O)C1=C(C=CC(=C1)[N+](=O)[O-])C N-[2-(2-methoxyethoxy)ethyl]-2-methyl-5-nitro-benzenesulfonamide